1-methyl-1,2-ethanediyl diacrylate C(C=C)(=O)OC(COC(C=C)=O)C